1-{5-chloro-2-[(2s,5r)-2,4,5-trimethylpiperazin-1-yl]pyrimidin-4-yl}-N-(2-{imidazo[1,2-a]pyridin-3-yl}propan-2-yl)azetidine-3-carboxamide ClC=1C(=NC(=NC1)N1[C@H](CN([C@@H](C1)C)C)C)N1CC(C1)C(=O)NC(C)(C)C1=CN=C2N1C=CC=C2